OC1=C(C=C(C=C1C(C)(C)C)CCCOC(C(=C)C)=O)N1N=C2C(=N1)C=CC(=C2)Cl 2-[2-hydroxy-5-[3-(methacryloyloxy)propyl]-3-tert-butyl-phenyl]-5-chloro-2H-benzotriazole